n-methyl-1,3-diaminopropylamine CNC(CCN)N